OC1(CCC(CC1)CNC(OC(C)(C)C)=O)C tert-butyl ((4-hydroxy-4-methylcyclohexyl)methyl)carbamate